3-(2,3-epoxypropoxy)propyl-triethoxysilane C(C1CO1)OCCC[Si](OCC)(OCC)OCC